Pyridazine-2-carbonitrile N1N(C=CC=C1)C#N